COC(C(C1=CC2=CC=CC=C2C=C1)NS(=O)(=O)C1=CC=C(C=C1)[N+](=O)[O-])OC N-(2,2-dimethoxy-1-(naphthalene-2-yl)ethyl)-4-nitrobenzenesulfonamide